5-(8-(3-acrylamidophenyl)quinazolin-6-yl)-N-(3-fluorophenyl)picolinamide C(C=C)(=O)NC=1C=C(C=CC1)C=1C=C(C=C2C=NC=NC12)C=1C=CC(=NC1)C(=O)NC1=CC(=CC=C1)F